ClC=1C=C(NC2(CCC3([C@H](CC4=CC=C(C=C34)C=O)C[C@H](COC3=CC=NC=4CCC[C@H](C34)C)C)CC2)C(=O)O)C=CC1 (1r,2'S,4S)-4-(3-chloroanilino)-6'-formyl-2'-[(2R)-2-methyl-3-{[(5R)-5-methyl-5,6,7,8-tetrahydroquinolin-4-yl]oxy}propyl]-2',3'-dihydrospiro[cyclohexane-1,1'-indene]-4-carboxylic acid